1-(4-hydroxyphenyl)pyrrole-2,5-dione tert-butyl-(R)-((8-(4-fluorophenyl)chroman-4-yl)methyl)(methyl)carbamate C(C)(C)(C)OC(N(C)C[C@@H]1CCOC2=C(C=CC=C12)C1=CC=C(C=C1)F)=O.OC1=CC=C(C=C1)N1C(C=CC1=O)=O